[Br-].CC=1N=C(SC1C)N1N(NC(=N1)C1=CC=CC=C1)C1=CC=CC=C1 (3-(4,5-dimethylthiazol-2-yl)-2,5-diphenyltetrazol) bromide